BrC1=C2C=CNC2=C(C=C1)CNC(C1=C(C=CC(=C1)F)OC)=O N-((4-bromo-1H-indol-7-yl)methyl)-5-fluoro-2-methoxybenzamide